BrC1=C(C=C2C(=NC(N3C2=C1OC[C@H]3CN3CCN(CC3)C)=O)N3C[C@H](N(C[C@@H]3C)C(=O)OC(C)(C)C)C)Cl (2R,5S)-tert-butyl 4-((R)-10-bromo-9-chloro-3-((4-methylpiperazin-1-yl)methyl)-5-oxo-3,5-dihydro-2H-[1,4]oxazino[2,3,4-ij]quinazolin-7-yl)-2,5-dimethylpiperazine-1-carboxylate